6-bromo-8-fluoro-4-isopropyl-2H-benzo[b][1,4]oxazin BrC1=CC2=C(OCCN2C(C)C)C(=C1)F